NC1=C2C(=NC=N1)N(N=C2C2=CC=C(C=C2)OC2=CC=CC=C2)[C@H]2CN(CCC2)C(=O)C2CCN(CC2)C=2C=NC(=NC2)N2CCNCC2 [(3R)-3-[4-amino-3-(4-phenoxyphenyl)pyrazolo[3,4-d]pyrimidin-1-yl]-1-piperidyl]-[1-(2-piperazin-1-ylpyrimidin-5-yl)-4-piperidyl]methanone